Cl.N1[C@@H](CCC1)C1=C(C=CC=C1)C1=NC=CC=C1 2-{2-[(2S)-pyrrolidin-2-yl]phenyl}pyridine hydrochloride